Acetamidin C(C)(=N)N